tert-butyl (S)-3-(((2-hydroxyethyl)(methyl)amino)methyl)pyrrolidine-1-carboxylate OCCN(C)C[C@H]1CN(CC1)C(=O)OC(C)(C)C